2-(4-isopropyl-5-(pyridin-2-yl)thiazol-2-ylamino)-5-(trifluoromethyl)nicotinic acid C(C)(C)C=1N=C(SC1C1=NC=CC=C1)NC1=C(C(=O)O)C=C(C=N1)C(F)(F)F